C1(=CC=CC=C1)NC1=CC=C(C=C1)NC(C)CC N-phenyl-N'-sec-butyl-p-phenylenediamine